C(C)(C)(C)OC(=O)NC(C(=O)[O-])C 2-((tert-butoxycarbonyl)amino)propionate